1-Benzyl 4-[(1-tert-butoxycarbonylazetidin-3-yl)methyl]piperazine-1-carboxylate C(C)(C)(C)OC(=O)N1CC(C1)CN1CCN(CC1)C(=O)OCC1=CC=CC=C1